C(C)(C)(C)OOC(C(CCCC)CC)OC(O)=O carbonic acid-tert-butyl-peroxy-(2-ethylhexyl) ester